cinnamic acid 6-hydroxyhexyl ester OCCCCCCOC(C=CC1=CC=CC=C1)=O